CC1(CN(C2=CC=CC=C12)CC=1NC(C2=C(N1)C=NC(=C2)OC)=O)C [(3,3-dimethylindolin-1-yl)methyl]-6-methoxy-3H-pyrido[3,4-d]pyrimidin-4-one